COC1=C(C(=O)N[C@@H]2[C@H](CCC2)C(=O)OC)C(=CC=C1)N1N=CC=N1 methyl (1S,2S)-2-[[2-methoxy-6-(triazol-2-yl)benzoyl]amino]cyclopentanecarboxylate